3-aminopentane-1,5-diol NC(CCO)CCO